C1(=CC=CC=C1)C1=CC=C(C=C1)C1=NC(=NC(=N1)C1=CC=C(C=C1)C1=CC=CC=C1)C1=C(C=C(OC(C(=O)OCC)C)C=C1)O ethyl 2-[4-[4,6-bis(4-phenylphenyl)-1,3,5-triazin-2-yl]-3-hydroxy-phenoxy]propanoate